copper-iron-manganese sulfide [S-2].[Mn+2].[Fe+2].[Cu+2].[S-2].[S-2]